1H,4H,5H,6H,7H-pyrazolo[4,3-c]pyridine-3,5-dicarboxylic acid 5-tert-butyl 3-ethyl ester C(C)OC(=O)C1=NNC2=C1CN(CC2)C(=O)OC(C)(C)C